Cl[C@@H]1[C@@H](C2=CC(=CC=C2CC1)OC)O (1R,2S)-2-chloro-7-methoxy-1,2,3,4-tetrahydronaphthalen-1-ol